4-((4-(isoindolin-2-ylmethyl)-2-(methylsulfonyl)phenoxy)methyl)-N,N-dimethylcyclohexane-1-carboxamide C1N(CC2=CC=CC=C12)CC1=CC(=C(OCC2CCC(CC2)C(=O)N(C)C)C=C1)S(=O)(=O)C